OC(CN1C[C@@H]2[C@H](C1)CC(C2)SC2=CC=C(C=C2)OC)C2=CC=C(C=C2)O rac-4-(1-hydroxy-2-((3aR,5s,6aS)-5-((4-meth-oxyphenyl)thio)hexahydrocyclopenta[c]pyrrol-2(1H)-yl)ethyl)phenol